BrC1=CC=CC2=C1NC(N2C=2C(=NC(=CC2)OCC2=CC=CC=C2)OCC2=CC=CC=C2)=O 7-bromo-3-(2,6-dibenzyloxy-3-pyridyl)-1H-benzimidazol-2-one